NC1=C2CN(C(C2=CC=C1CNC(OC(C)(C)C)=O)=O)C1C(NC(CC1)=O)=O tert-butyl N-[[4-amino-2-(2,6-dioxo-3-piperidyl)-1-oxo-isoindolin-5-yl]methyl]carbamate